C1(CCCCC1)C1=NN2C(N(C=3N=CN(C3C2=O)CC)CC(=O)NC2=NC=C(C=C2)F)=C1 2-(6-cyclohexyl-1-ethyl-9-oxo-1,9-dihydro-4H-pyrazolo[1,5-a]purin-4-yl)-N-(5-fluoropyridin-2-yl)acetamide